CC1=NC(=NC=C1NC1CCC(CC1)N)N1CCC(CC1)C(F)(F)F N1-(4-methyl-2-(4-(trifluoromethyl)piperidin-1-yl)pyrimidin-5-yl)cyclohexane-1,4-diamine